4-[2-(ethoxycarbonyl)-1-benzothien-6-yl]piperazine-1-carboxylic acid tert-butyl ester C(C)(C)(C)OC(=O)N1CCN(CC1)C1=CC2=C(C=C(S2)C(=O)OCC)C=C1